(Z)-1-acetyl-3-((3-p-fluorobenzoylphenyl)methylene)piperazine-2,5-dione C(C)(=O)N1C(/C(/NC(C1)=O)=C/C1=CC(=CC=C1)C(C1=CC=C(C=C1)F)=O)=O